C(C)NS(=O)(=O)NC1=NC=CC(=C1F)CC=1C=NC=C(C1C)NC1=C(C=C(C=C1)C)F N-(ethylsulfamoyl)-3-fluoro-4-[[5-(2-fluoro-4-methyl-anilino)-4-methyl-3-pyridyl]methyl]pyridin-2-amine